N-(2-nitrobenzyloxycarbonyl)imidazolium fumaric acid salt C(\C=C\C(=O)[O-])(=O)[O-].[N+](=O)([O-])C1=C(COC(=O)N2C=[NH+]C=C2)C=CC=C1.[N+](=O)([O-])C1=C(COC(=O)N2C=[NH+]C=C2)C=CC=C1